COC1=C(CC2C(C2)(C(=O)N)F)C=CC(=C1)OC 2,4-dimethoxybenzyl-1-fluorocyclopropane-1-carboxamide